3-methyl-4-(trifluoromethyl)phenylboronic acid CC=1C=C(C=CC1C(F)(F)F)B(O)O